(2r,3r,4s,5r,6r)-3,4,5-tris(benzyloxy)-6-methoxytetrahydro-2H-pyran C(C1=CC=CC=C1)O[C@@H]1CO[C@H]([C@@H]([C@H]1OCC1=CC=CC=C1)OCC1=CC=CC=C1)OC